4-bromo-1-[2-(2-hydroxyethoxy)ethyl]pyrrole-2-carbonitrile BrC=1C=C(N(C1)CCOCCO)C#N